C(#N)C1=CC(=C(COC2=CC=CC(=N2)C2CCN(CC2)CC2=NC3=C(N2C)C=C(C=C3OC3=CC=C(C=C3)F)C(=O)O)C=C1)F 2-((4-(6-((4-Cyano-2-fluorobenzyl)oxy)pyridin-2-yl)piperidin-1-yl)methyl)-4-(4-fluorophenoxy)-1-methyl-1H-benzo[d]imidazole-6-carboxylic acid